BrC=1C=2N(C=CC1)C(=C(N2)C#CCNC2=C(C=C(C=C2)S(=O)(=O)C(C)C)OC)SC(F)(F)F N-(3-{8-bromo-3-[(trifluoromethyl)sulfanyl]imidazo[1,2-a]pyridin-2-yl}prop-2-yn-1-yl)-2-methoxy-4-(propane-2-sulfonyl)aniline